N(=[N+]=[N-])C(C)(C)C1=CN=C(C2=CN=C(C=C12)Cl)O[C@@H]1CN(CC1)C(=O)OC(C)(C)C tert-Butyl (S)-3-((4-(2-azidopropan-2-yl)-6-chloro-2,7-naphthyridin-1-yl)oxy)pyrrolidine-1-carboxylate